(R)-N-(4-(7-((1-ethylpyrrolidin-3-yl)methoxy)-6-methoxyquinazolin-4-yl)phenyl)-2-(4-(trifluoromethyl)phenyl)acetamide C(C)N1C[C@@H](CC1)COC1=C(C=C2C(=NC=NC2=C1)C1=CC=C(C=C1)NC(CC1=CC=C(C=C1)C(F)(F)F)=O)OC